C(C)(C)(C)OC(=O)N1C[C@@H]2COCC3=C(N2CC1)C=CC(=N3)C(=O)NC (R)-9-(methylaminoformyl)-1,2,4a,5-tetrahydro-7H-pyrazino[2,1-c]pyrido[3,2-e][1,4]oxazepine-3(4H)-carboxylic acid tert-butyl ester